N-{(3S)-1-[(1S,2S)-2-(2',3,6'-trifluoro[1,1'-biphenyl]-2-yl)cyclopropane-1-carbonyl]pyrrolidin-3-yl}methanesulfonamide FC1=C(C(=CC=C1)F)C1=C(C(=CC=C1)F)[C@@H]1[C@H](C1)C(=O)N1C[C@H](CC1)NS(=O)(=O)C